C(N)(=O)C=1C(=NC(=C(N1)CC)N(C)CC)NC=1C=C(CCNC(OC(C)(C)C)=O)C=CC1 tert-butyl (3-((3-carbamoyl-5-ethyl-6-(ethyl(methyl)amino)pyrazin-2-yl) amino)phenethyl)carbamate